L-3-iodothyronine IC=1C=C(C[C@H](N)C(=O)O)C=CC1OC1=CC=C(C=C1)O